COC=1C(=CC=2C(=C3C(=NC2C1)CCC3)NC3CC(NCC3)(C)C)OC N-{6,7-dimethoxy-1H,2H,3H-cyclopenta[b]quinolin-9-yl}-2,2-dimethylpiperidin-4-amine